COC=1C=C2C[C@@H](C2=CC1OC)CN(CCCN1C(CC=CC2=C1C=CC=C2)=O)C [3-[[[(7S)-3,4-dimethoxybicyclo[4.2.0]oct-1,3,5-trien-7-yl]methyl]methylamino]propyl]-1,3-dihydro-2H-benzazepin-2-one